2-(6-amino-5-(8-(5-((methylamino)methyl)pyrimidin-2-yl)-3,8-diazabicyclo[3.2.1]octan-3-yl)pyridazin-3-yl)phenol NC1=C(C=C(N=N1)C1=C(C=CC=C1)O)N1CC2CCC(C1)N2C2=NC=C(C=N2)CNC